CC1(CN(CCC1CN1C=NC(=CC1=O)C1=CC=CC=C1)C(=O)N1[C@@H](CN(CC1)C(=O)OC(C)(C)C)C1=CC=CC=C1)C tert-Butyl (3R)-4-(3,3-dimethyl-4-((6-oxo-4-phenylpyrimidin-1(6H)-yl)methyl)piperidine-1-carbonyl)-3-phenylpiperazine-1-carboxylate